9-[(R)-2-[[(phenoxy)-hydroxyphosphinyl]methoxyl]propyl]adenine O(C1=CC=CC=C1)P(=O)(O)CO[C@@H](CN1C2=NC=NC(=C2N=C1)N)C